methyl 7-isopropoxylimidazo[1,2-a]pyridine-6-carboxylate O(C(C)C)C1=CC=2N(C=C1C(=O)OC)C=CN2